N1=NC=C2C1=CC=C2 cyclopenta[1,2-c]pyrazol